P(=O)(OC1=CC=CC=C1)(OC1=C(C=CC=C1C)C)OC1=C(C=CC=C1C)C phenyl bis2,6-xylenyl phosphate